5-methyl-N-(2-(2-methylmorpholino)-4-(5-oxo-4,5-dihydro-1,3,4-oxadiazol-2-yl)phenyl)-1H-pyrrole-2-carboxamide CC1=CC=C(N1)C(=O)NC1=C(C=C(C=C1)C=1OC(NN1)=O)N1CC(OCC1)C